Dimethyl ((3-ethynylphenyl)sulfonyl)carbonimidodithioate C(#C)C=1C=C(C=CC1)S(=O)(=O)N=C(SC)SC